FC1=NC(=C2N=CN(C2=N1)C1OCCCCC1)NCC1=C(C=CC(=C1)C)O 2-fluoro-6-[(2-hydroxy-5-methylbenzyl)amino]-9-(oxepan-2-yl)-9H-purine